C(CCC)NCCCCCCCCCCCC N-butyl-dodecylamine